8-(4-Chlorophenyl)-3-methyl-1-(3-(piperazin-1-yl)cyclobutyl)-1,3-dihydro-2H-imidazo[4,5-c]quinolin-2-imine ClC1=CC=C(C=C1)C1=CC=2C3=C(C=NC2C=C1)N(C(N3C3CC(C3)N3CCNCC3)=N)C